(R)-3-(6-methyl-4-((tetrahydrofuran-3-yl)oxy)pyridin-2-yl)-5-(pyridin-2-yl)-1,2,4-oxadiazole CC1=CC(=CC(=N1)C1=NOC(=N1)C1=NC=CC=C1)O[C@H]1COCC1